CO[C@@H]1[C@H](CCC1)N[C@@H]1[C@H](CCCC1)OC=1C=C2CN(C(C2=CC1)=O)C1C(NC(CC1)=O)=O 3-(5-(((1S,2S)-2-(((1S,2S)-2-methoxycyclopentyl)amino)cyclohexyl)oxy)-1-oxoisoindolin-2-yl)piperidine-2,6-dione